FC1=C(OCC(=O)OCC)C=CC(=C1)SCN1N=CN(C1=O)C1=CC=C(C=C1)C(F)(F)F Ethyl 2-(2-fluoro-4-(((5-oxo-4-(4-(trifluoromethyl)phenyl)-4,5-dihydro-1H-1,2,4-triazol-1-yl)methyl)thio)-phenoxy)acetate